1-[4-[(1E)-2-(2,6-dimethylphenyl)vinyl]-1-piperidinyl]-2-propen-1-one CC1=C(C(=CC=C1)C)/C=C/C1CCN(CC1)C(C=C)=O